(4-methylpyrimidin-2-yl)methanol CC1=NC(=NC=C1)CO